BrC1=CC(=CC=2NC(C[C@H](NC21)C)=O)CC (R)-6-bromo-8-ethyl-4-methyl-1,3,4,5-tetrahydro-2H-benzo[b][1,4]diazepin-2-one